NC1=C(C(=O)NC2=NC=C(C=C2)OC)C=CC=C1 amino-N-(5-methoxypyridin-2-yl)benzamide